ClC1=C(C=CC=C1)C1N(C(=C(N1C1=CC=CC=C1)C1=C(C=CC=C1)Cl)C1=C(C=CC=C1)Cl)C1=CC=CC=C1 2,4,5-tris-(ortho-chlorophenyl)-diphenylimidazole